ClC1=CC=C2C(=C1)NC(C21N(C(C=2N=C(N(C21)C(C)C)C=2C(=NC(=NC2)OCC)OC)=O)C=2C(=NC=C(C2)Cl)C)=O 6-chloro-5'-(5-chloro-2-methylpyridin-3-yl)-2'-(2-ethoxy-4-methoxypyrimidin-5-yl)-3'-isopropyl-3'H-spiro[indoline-3,4'-pyrrolo[3,4-d]imidazole]-2,6'(5'H)-dione